6-(2-(3-chloro-4-fluorophenyl)-2-hydroxyacetyl)-2-(1-phenylcyclopropyl)-5,6,7,8-tetrahydropyrido[4,3-d]pyrimidin-4(3H)-one ClC=1C=C(C=CC1F)C(C(=O)N1CC2=C(N=C(NC2=O)C2(CC2)C2=CC=CC=C2)CC1)O